C(C)OC1=C(\C=C/2\C(NC(C2)=O)=O)C=CC=C1 (E)-3-(2-ethoxybenzylidene)pyrrolidine-2,5-dione